hydroxymethylthioether bis(3-mercaptopropionate) SCCC(=O)O.SCCC(=O)O.OCSCO